2-(((1r,3r)-3-aminocyclobutyl)amino)-8-(piperidin-1-yl)pyrido[3,4-d]pyrimidine-6-carbonitrile NC1CC(C1)NC=1N=CC2=C(N1)C(=NC(=C2)C#N)N2CCCCC2